C(C)(C)(C)OC(=O)N1CC(CCC1)OCC1=C(C(C(=O)[O-])=CC=C1)C(=O)[O-] 3-(((1-(tert-butoxycarbonyl)piperidin-3-yl)oxy)methyl)phthalate